C(C)(C)(C)OCC\C=C/CCCCC (Z)-1-(tert-butoxy)-3-nonene